N1-(5-((2-(2,6-dioxopiperidin-3-yl)-1,3-dioxoisoindolin-5-yl)oxy)pentyl)-N4-(2-(((S)-2-methylpyrrolidin-1-yl)methyl)-1H-benzo[d]imidazol-5-yl)terephthalamide O=C1NC(CCC1N1C(C2=CC=C(C=C2C1=O)OCCCCCNC(C1=CC=C(C(=O)NC2=CC3=C(NC(=N3)CN3[C@H](CCC3)C)C=C2)C=C1)=O)=O)=O